N-(trans-4-(difluoromethoxy)cyclohexyl)-5-(quinoxalin-6-yl)pyrrolo[2,1-f][1,2,4]triazin-2-amine FC(O[C@@H]1CC[C@H](CC1)NC1=NN2C(C=N1)=C(C=C2)C=2C=C1N=CC=NC1=CC2)F